ClC=1C(=C(C(=C(C1)C(C(=O)NC(C)C1=NC=CN=C1Cl)C)OC)C=1C=NC=CC1)C 2-(5-chloro-2-methoxy-4-methyl-3-(pyridin-3-yl)phenyl)-N-(1-(3-chloropyrazin-2-yl)ethyl)propionamide